NC1=NN(C2=CC=CC=C12)C 3-Amino-1-methylindazol